r-naphthalen C1=CC=CC2=CC=CC=C12